C1(CC1)CN(NC(OC(C)(C)C)=O)C=1C=CC=C2C=NN(C12)COCC[Si](C)(C)C tert-butyl N-[cyclopropylmethyl-[1-(2-trimethylsilylethoxymethyl)indazol-7-yl]amino]carbamate